BrC=CC=CCCC=O 7-bromo-4,6-heptadienal